FC=1C=C(OC2CNC2)C=CC1F 3-(3,4-difluorophenoxy)azetidine